C(C)(C)(C)OC(=O)N1CCN(CC1)C1=NC=CC(=C1)C=1C(=C(C=C(C1)F)C1=CC(=C(C=C1)N1C(N(CC1)CC#C)=O)Cl)OC 4-(4-(3'-chloro-5-fluoro-2-methoxy-4'-(2-oxo-3-(prop-2-yn-1-yl)imidazolidin-1-yl)-[1,1'-biphenyl]-3-yl)pyridin-2-yl)piperazine-1-carboxylic acid tert-butyl ester